NC1=CC(=C(C=C1OC)N1CCC(CC1)N1CCC(CC1)CN1CCN(CC1)C=1C=C2C(N(C(C2=CC1)=O)C1C(NC(CC1)=O)=O)=O)C1CC1 5-(4-((1'-(4-amino-2-cyclopropyl-5-methoxyphenyl)-[1,4'-bipiperidin]-4-yl)methaneyl)piperazin-1-yl)-2-(2,6-dioxopiperidin-3-yl)isoindoline-1,3-dione